CN(C1=CC(=C2CN(C(C2=C1)=O)C1C(NC(CC1)=O)=O)OCC(=O)O)C 2-{[6-(dimethylamino)-2-(2,6-dioxopiperidin-3-yl)-1-oxo-2,3-dihydro-1H-isoindol-4-yl]oxy}acetic acid